N-[(1S)-2-[[1-[(1S)-1-(3-chloro-6-oxo-1H-pyridazin-5-yl)ethyl]-3-fluoro-pyrazol-4-yl]amino]-1-((1r,4S)-4-methylcyclohexyl)-2-oxo-ethyl]-3-isopropyl-triazole ClC1=NNC(C(=C1)[C@H](C)N1N=C(C(=C1)NC([C@H](C1CCC(CC1)C)N1NN(C=C1)C(C)C)=O)F)=O